CON=C1CC(N(C1)C(=O)C1=CC=C(C=C1)C1=C(C=CC=C1)C)CO 2-(hydroxymethyl)-1-[(2'-methyl-1,1'-biphenyl-4-yl-carbonyl)]pyrrolidin-4-one-O-methyloxime